ClC1=CC2=C(N=N1)N(C(C2(C)C)=O)C2CC2 3-chloro-7-cyclopropyl-5,5-dimethyl-5H-pyrrolo[2,3-c]pyridazin-6(7H)-one